NC1=C(C=C2C(=N1)C(C=1C(=CC=CC1O2)Cl)=O)OC2=C(C=C(C=C2)N2CCN(CC2)C(=O)OC(C)(C)C)F tert-butyl 4-(4-((2-amino-9-chloro-10-oxo-10H-chromeno[3,2-b]pyridin-3-yl)oxy)-3-fluorophenyl)piperazine-1-carboxylate